tert-butyl (2-((2-(2-cyclopropylphenyl)-2-oxoethyl)(4-methoxy benzyl)amino)ethyl)carbamate C1(CC1)C1=C(C=CC=C1)C(CN(CCNC(OC(C)(C)C)=O)CC1=CC=C(C=C1)OC)=O